dibenzyl (2S,3S,4R)-3-hydroxy-4-(4,7,10-tris(2-methoxy-2-oxoethyl)-1,4,7,10-tetraazacyclododecan-1-yl)pyrrolidine-1,2-dicarboxylate O[C@@H]1[C@H](N(C[C@H]1N1CCN(CCN(CCN(CC1)CC(OC)=O)CC(OC)=O)CC(=O)OC)C(=O)OCC1=CC=CC=C1)C(=O)OCC1=CC=CC=C1